C1(CC1)N(C1=C(C=C(C=C1)F)O)C1CCC(CC1)N(C1=CC(N(C=2C=CC(=NC12)C#N)C)=O)C 8-[[4-(N-Cyclopropyl-4-fluoro-2-hydroxy-anilino)cyclohexyl]-methyl-amino]-5-methyl-6-oxo-1,5-naphthyridine-2-carbonitrile